5-Cyclopropyl-N-((1r,3r)-3-methoxycyclobutyl)-2-(1-methyl-1H-imidazol-2-yl)-6-(1-methyl-1H-pyrazol-3-yl)pyrrolo[2,1-f][1,2,4]triazin-4-amine C1(CC1)C=1C(=CN2N=C(N=C(C21)NC2CC(C2)OC)C=2N(C=CN2)C)C2=NN(C=C2)C